COC=1C=C2C=CN(C2=CC1)S(=O)(=O)C1=CC=C(C=C1)/C=C/C(=O)OCC Ethyl (E)-3-(4-((5-Methoxy-1H-indol-1-yl)sulfonyl)phenyl)acrylate